OC=1C(=C(C(=O)[O-])C=C(C1)O)C 3,5-Dihydroxy-2-methylbenzoate